1-(tert-Butyl) 2-ethyl (2S,5R)-5-((1-(2-(methoxymethoxy)-4-(trifluoromethyl)phenyl)pyrido[3,4-d]pyridazin-4-yl)amino)piperidine-1,2-dicarboxylate COCOC1=C(C=CC(=C1)C(F)(F)F)C1=C2C(=C(N=N1)N[C@@H]1CC[C@H](N(C1)C(=O)OC(C)(C)C)C(=O)OCC)C=NC=C2